C1CCC2=CC(=CC=C12)C(=O)N[C@H](C(=O)O)CC1=CC=CC=C1 (2S)-2-(2,3-dihydro-1H-indene-5-carbonylamino)-3-phenylpropionic acid